N-[4-[(6-Bromo-7-methoxy-1,5-naphthyridin-4-yl)oxy]-3-fluorophenyl]-5-(4-fluorophenyl)-4-hydroxy-6-methylpyridine-3-carboxamide BrC=1N=C2C(=CC=NC2=CC1OC)OC1=C(C=C(C=C1)NC(=O)C=1C=NC(=C(C1O)C1=CC=C(C=C1)F)C)F